FC(C=1C(=C(C=CC1)[C@@H](C)NC=1C2=C(N=C(N1)C)C=NC(=C2)N2CCSCC2)F)F N-{(1R)-1-[3-(difluoromethyl)-2-fluorophenyl]ethyl}-2-methyl-6-(thiomorpholin-4-yl)pyrido[3,4-d]pyrimidin-4-amine